2-(2-Isopropylphenyl)-5-methoxy-N-(3-methoxy-4-(5-methyl-3-(trifluoromethyl)-1H-pyrazol-1-yl)benzyl)pyrimidin-4-amine C(C)(C)C1=C(C=CC=C1)C1=NC=C(C(=N1)NCC1=CC(=C(C=C1)N1N=C(C=C1C)C(F)(F)F)OC)OC